[PH2](OCC(CCCC)CC)=O.[Nd] neodymium (2-ethylhexyl) phosphinate